(2r,6s)-2-methyl-6-(1-methylpyrazol-4-yl)morpholine C[C@@H]1CNC[C@@H](O1)C=1C=NN(C1)C